(S)-2-(2,5-difluoro-4-(6-((2-(methylsulfonyl)isoindolin-5-yl)methoxy)pyridin-2-yl)benzyl)-1-(oxetan-2-ylmethyl)-1H-benzo[d]imidazole-6-carboxylic acid FC1=C(CC2=NC3=C(N2C[C@H]2OCC2)C=C(C=C3)C(=O)O)C=C(C(=C1)C1=NC(=CC=C1)OCC=1C=C3CN(CC3=CC1)S(=O)(=O)C)F